rac-(4r,5r)-5-(difluoromethyl)-4,5-dimethyl-3-oxo-tetrahydrofuran-2-carboxylic acid ethyl ester C(C)OC(=O)C1O[C@@]([C@H](C1=O)C)(C)C(F)F |r|